CC(C[C@@H](C(N[C@@H](C[C@H]1C(NCC1)=O)C(COC(F)(F)F)=O)=O)NC(=O)C12OCC(C1)(C2)C(F)(F)F)C N-((S)-4-methyl-1-oxo-1-(((S)-3-oxo-1-((S)-2-oxopyrrolidin-3-yl)-4-(trifluoromethoxy)butan-2-yl)amino)pentan-2-yl)-4-(trifluoromethyl)-2-oxabicyclo-[2.1.1]hexane-1-carboxamide